FC(C=1N=CC=2N(C1)C(=CN2)C2=NC=CC(=N2)N2CCOCC(C2)C(=O)N)F 4-(2-(6-(Difluoromethyl)imidazo[1,2-a]pyrazin-3-yl)pyrimidin-4-yl)-1,4-oxazepane-6-carboxamide